N-methyl-4-((5-(methylsulfonyl)-1H-pyrrolo[2,3-b]pyridin-6-yl)amino)pyridazine-3-carboxamide CNC(=O)C=1N=NC=CC1NC1=C(C=C2C(=N1)NC=C2)S(=O)(=O)C